5-(4-(trifluoromethyl)phenyl)octahydropyrrolo[3,4-c]pyrrole FC(C1=CC=C(C=C1)N1CC2C(C1)CNC2)(F)F